2-((4-chloro-3,5-difluorobenzyl)oxy)-4-((4-methoxybenzyl)oxy)-5-(4-(trifluoromethyl)-1H-pyrrol-2-yl)pyridine ClC1=C(C=C(COC2=NC=C(C(=C2)OCC2=CC=C(C=C2)OC)C=2NC=C(C2)C(F)(F)F)C=C1F)F